C(C)(C)(C)OC(=O)N1CCC(CC1)(C(=O)O)CCOC 1-(tert-butoxycarbonyl)-4-(2-methoxyethyl)piperidine-4-carboxylic acid